COC(=O)C1=NC(=NC(=C1)NC1CCN(CC1)C(C)=O)OC(F)(F)F 6-((1-acetylpiperidin-4-yl)amino)-2-(trifluoromethoxy)pyrimidine-4-carboxylic acid methyl ester